C1(CC1)CNC=1N=NC=CN1 N-(cyclopropylmethyl)-1,2,4-triazin-3-amine